O=CCCNC(OCC1C2=CC=CC=C2C=2C=CC=CC12)=O 9H-Fluoren-9-ylmethyl (3-oxopropyl)carbamate